S(=O)(=O)(O)C(C(=O)N)CC(=O)O sulfosuccinic acid monoamide